N(=[N+]=[N-])CCOCCOCCOCCN(C(OCC(C)(SSC)C)=O)C1=CC=C(C=C1)COC(=O)OC1=CC=C(C=C1)[N+](=O)[O-] 2-methyl-2-(methyldisulfanyl)propyl (2-(2-(2-(2-azidoethoxy)ethoxy)ethoxy)ethyl)(4-((((4-nitrophenoxy)carbonyl)oxy)methyl)phenyl)carbamate